5-(4-methoxyphenyl)-3-(8-quinolyl)-1,3,4-oxadiazolone COC1=CC=C(C=C1)C1=NN(C(O1)=O)C=1C=CC=C2C=CC=NC12